4-[1-(3-methoxyphenyl)-4-methylcyclohexyl]piperazine COC=1C=C(C=CC1)C1(CCC(CC1)C)N1CCNCC1